C1(=CC=C(C=C1)C(=O)OC1CCCCC1)C Cyclohexyl 4-toluate